C(C(O)CC(=O)O)(=O)O.C1=CC=CC=2SC3=CC=CC=C3NC12 10H-phenothiazine malate